(2,2-dimethyl-4-(2-(pyrrolidin-1-yl)-4-(trifluoromethyl)benzyl)piperazin-1-yl)(1H-1,2,4-triazol-1-yl)methanone CC1(N(CCN(C1)CC1=C(C=C(C=C1)C(F)(F)F)N1CCCC1)C(=O)N1N=CN=C1)C